3-((3-bromopyridin-2-yl)methyl)-2-(5-(trimethylsilyl)penta-2,4-diyn-1-yl)isoindolin-1-one BrC=1C(=NC=CC1)CC1N(C(C2=CC=CC=C12)=O)CC#CC#C[Si](C)(C)C